FC1=C(CNC2=C3N=CN(C3=NC(=N2)SC)CC2=C(C(=CC=C2F)C)F)C(=CC=C1C)F N,9-bis(2,6-difluoro-3-methylbenzyl)-2-(methylthio)-9H-purin-6-amine